((2-benzimidazolyl)methyl)-bis-((2-pyridyl)methyl)amine N1=C(NC2=C1C=CC=C2)CN(CC2=NC=CC=C2)CC2=NC=CC=C2